3-(carboxymethoxy)-3'-ethoxy-4'-(7-oxo-6,7-dihydro-3H-[1,2,3]triazolo[4,5-d]pyrimidin-5-yl)-[1,1'-biphenyl]-4-carboxylic acid C(=O)(O)COC=1C=C(C=CC1C(=O)O)C1=CC(=C(C=C1)C=1NC(C2=C(N1)NN=N2)=O)OCC